C(CCC)N1C(CCC1)=O N-(n-butyl)-2-pyrrolidone